FC1=C(C=CC(=C1)F)CNC([C@H](C)NC(=O)C1=NC(=NC(=C1)N1CCCC1)NCCC(C)C)=O N-[(1S)-2-[(2,4-difluorophenyl)methylamino]-1-methyl-2-oxo-ethyl]-2-(isopentylamino)-6-pyrrolidin-1-yl-pyrimidine-4-carboxamide